5-Chloro-pyrazine-2-carboxylic acid ((S)-4-piperidin-3-yl-phenyl)-amide hydrochloride Cl.N1C[C@@H](CCC1)C1=CC=C(C=C1)NC(=O)C1=NC=C(N=C1)Cl